(S)-S-3-(benzyloxycarbonylamino)-2-(tert-butoxycarbonylamino)propyl ethanethioate C(C)(SC[C@H](CNC(=O)OCC1=CC=CC=C1)NC(=O)OC(C)(C)C)=O